C(#N)C1CCC2=C(C=CC=C12)C1=C(C=C2C(=N1)C(=NN2C(=O)OC(C)(C)C)C=2C=NN(C2)CC#N)OC tert-butyl 5-(1-cyano-2,3-dihydro-1H-inden-4-yl)-3-(1-(cyanomethyl)-1H-pyrazol-4-yl)-6-methoxy-1H-pyrazolo[4,3-b]pyridine-1-carboxylate